(S)-5-bromo-N-(8,9-difluoro-6-oxo-1,4,5,6-tetrahydro-2H-pyrano[3,4-c]isoquinolin-1-yl)-N-methyl-1H-pyrrolo[2,3-b]pyridine-2-carboxamide BrC=1C=C2C(=NC1)NC(=C2)C(=O)N(C)[C@@H]2COCC=1NC(C=3C=C(C(=CC3C12)F)F)=O